2-bromo-6H-thieno[2,3-c]Pyrrole-4-one BrC1=CC2=C(CNC2=O)S1